7-bromo-2-(2-triisopropylsilyloxyethyl)-[1,2,4]triazolo[4,3-a]pyridin-3-one BrC1=CC=2N(C=C1)C(N(N2)CCO[Si](C(C)C)(C(C)C)C(C)C)=O